Tert-butyl 6-(4-(4,4,5,5-tetramethyl-1,3,2-dioxaborolan-2-yl)phenyl)-2-azaspiro[3.3]heptane-2-carboxylate CC1(OB(OC1(C)C)C1=CC=C(C=C1)C1CC2(CN(C2)C(=O)OC(C)(C)C)C1)C